methyl 3-bromo-4-[[4-(trifluoromethyl)phenyl]methylamino]benzoate BrC=1C=C(C(=O)OC)C=CC1NCC1=CC=C(C=C1)C(F)(F)F